S(=O)(=O)(O)NC=O sulfoformamide